bis[4,6-bis(3-methylphenyl)pyrimidinyl]dipivalylmethane CC=1C=C(C=CC1)C1=NC(=NC(=C1)C1=CC(=CC=C1)C)C(C(C(C)(C)C)=O)(C(C(C)(C)C)=O)C1=NC(=CC(=N1)C1=CC(=CC=C1)C)C1=CC(=CC=C1)C